benzo[b]thiophene-3-carbonitrile ditrifluoroacetate FC(C(=O)O)(F)F.FC(C(=O)O)(F)F.S1C2=C(C(=C1)C#N)C=CC=C2